(R)-3-((3-(4-Amino-2-fluoropyrido[3,2-d]pyrimidin-6-yl)phenyl)ethynyl)-3-hydroxy-1-methylpyrrolidin-2-one NC=1C2=C(N=C(N1)F)C=CC(=N2)C=2C=C(C=CC2)C#C[C@]2(C(N(CC2)C)=O)O